C1=NC(=C2C(=N1)N(C=N2)[C@H]3[C@@H]([C@@H]([C@H](O3)COP(=O)(O)OC(=O)[C@H](CO)N)O)O)N The molecule is a purine ribonucleoside 5'-monophosphate that is adenosine 5'-monophosphate in which one of the hydroxy groups of the phosphate has been condensed with the carboxylic acid group of L-serine. It is a purine ribonucleoside 5'-monophosphate and a L-serine derivative. It derives from an adenosine 5'-monophosphate. It is a conjugate acid of a L-seryl-AMP(1-).